(3S,4R)-1-(4-{[4-(3,3-difluoropyrrolidin-1-yl)-5-(trifluoromethyl)pyrimidine-2-yl]amino}phenyl)-4-methylpyrrolidin-3-ol FC1(CN(CC1)C1=NC(=NC=C1C(F)(F)F)NC1=CC=C(C=C1)N1C[C@H]([C@@H](C1)C)O)F